6-chloro-1-(1-(2,4-dichlorophenyl)ethyl)-1H-pyrazolo[3,4-b]pyridine ClC1=CC=C2C(=N1)N(N=C2)C(C)C2=C(C=C(C=C2)Cl)Cl